(R)-1-(1-(4-(cyclopropylethynyl)-3-fluorophenyl)ethyl)-4-hydroxy-6-methylpyridin-2(1H)-one C1(CC1)C#CC1=C(C=C(C=C1)[C@@H](C)N1C(C=C(C=C1C)O)=O)F